2-(pent-4-ynamido)benzoic acid C(CCC#C)(=O)NC1=C(C(=O)O)C=CC=C1